C(C1=CC=CC=C1)OC(=O)N[C@@H](C(=O)N[C@@H](CCC(=O)OC(C)(C)C)C(=O)NC1=CC(=CC=C1)OC)CC(=O)OC(C)(C)C tert-Butyl (S)-4-((R)-2-(((benzyloxy)carbonyl)amino)-4-(tert-butoxy)-4-oxobutanamido)-5-((3-methoxyphenyl)amino)-5-oxopentanoate